2-Fluoro-Deoxy-Adenosine FC=1N=C(C=2N=CN([C@H]3C[C@H](O)[C@@H](CO)O3)C2N1)N